2,6-dibenzyloxy-3-(4-bromo-3-fluorophenyl)pyridine C(C1=CC=CC=C1)OC1=NC(=CC=C1C1=CC(=C(C=C1)Br)F)OCC1=CC=CC=C1